N-[(methyldimethoxysilyl)methyl]benzamide tert-butyl-3-bromo-5,7-dihydropyrrolo[3,4-b]pyridine-6-carboxylate C(C)(C)(C)OC(=O)N1CC2=NC=C(C=C2C1)Br.C[Si](OC)(OC)CNC(C1=CC=CC=C1)=O